1-((3R,4S)-3-fluoro-4-((6-fluoro-5-(1-((R)-1-fluoropropan-2-yl)-1H-benzo[d][1,2,3]triazol-6-yl)-4-methoxypyrrolo[2,1-f][1,2,4]triazin-2-yl)amino)piperidin-1-yl)-2-hydroxyethan-1-one F[C@@H]1CN(CC[C@@H]1NC1=NN2C(C(=N1)OC)=C(C(=C2)F)C=2C=CC1=C(N(N=N1)[C@@H](CF)C)C2)C(CO)=O